isopropyl (E)-N-isopropoxycarbonyliminocarbamate C(C)(C)OC(=O)\N=N\C(OC(C)C)=O